C(C)(C)N1C(=NN=C1)C1=CC=CC(=N1)NC(=O)NC1=NNC2=CC=C(C=C12)OC 1-(6-(4-isopropyl-4H-1,2,4-triazol-3-yl)pyridin-2-yl)-3-(5-methoxy-1H-indazol-3-yl)urea